N-(4-Fluorophenyl)-1-methyl-1,2-dihydro-3H-benzo[e]indole-3-carboximidamide FC1=CC=C(C=C1)NC(=N)N1CC(C=2C3=C(C=CC12)C=CC=C3)C